FC(C1=NN=C(O1)C1=CN=C(S1)CN(S(=O)(=O)CC)C=1C=NC=C(C1)[C@H](C)F)F N-({5-[5-(difluoromethyl)-1,3,4-oxadiazol-2-yl]-1,3-thiazol-2-yl}methyl)-N-{5-[(1S)-1-fluoroethyl]pyridin-3-yl}ethane-1-sulfonamide